N1C=C(C2=CC=CC=C12)NC1=CC(=NC(=N1)C)C#N 6-((1H-indol-3-yl)amino)-2-methylpyrimidine-4-carbonitrile